NC1=C(C=C(C=N1)NC(C(=O)N1C(CC[C@@H](C1)C)C=1C=CC2=C(N=C(S2)C2C(CN(CC2)C)C)C1)=O)CC N-(6-amino-5-ethyl-3-pyridyl)-2-[(5S)-2-[2-(1,3-dimethyl-4-piperidyl)-1,3-benzothiazol-5-yl]-5-methyl-1-piperidyl]-2-oxo-acetamide